(R)-N-(5-(5-ethyl-1,2,4-oxadiazol-3-yl)-2,3-dihydro-1H-inden-1-yl)-1-(oxetan-3-yl)-1H-pyrazole-4-carboxamide C(C)C1=NC(=NO1)C=1C=C2CC[C@H](C2=CC1)NC(=O)C=1C=NN(C1)C1COC1